3-(2-amino-[1,2,4]triazolo[1,5-a]pyridin-7-yl)-N-(3-(3,3-difluorocyclobutyl)-2,2-difluoro-3-hydroxy-propyl)-2-fluoro-6-methylbenzamide NC1=NN2C(C=C(C=C2)C=2C(=C(C(=O)NCC(C(O)C3CC(C3)(F)F)(F)F)C(=CC2)C)F)=N1